triethoxysilylpropyl methacrylate C(C(=C)C)(=O)OCCC[Si](OCC)(OCC)OCC